CC(CC(C)(C)C)(C)C=1C=C2C=CC(=CC2=CC1)O 6-(1,1,3,3-tetramethylbutyl)-2-naphthalenol